L-Glucitol C([C@@H](O)[C@H](O)[C@@H](O)[C@@H](O)CO)O